BrC1=CC(=C(C=C1)CN1CC(C1)(F)F)F 1-[(4-bromo-2-fluorophenyl)methyl]-3,3-difluoroazetidine